(2,4-bis(trifluoromethyl)-phenyl)(1H-imidazolyl)methanone FC(C1=C(C=CC(=C1)C(F)(F)F)C(=O)N1C=NC=C1)(F)F